CN(C(CNS(=O)(=O)C1=CC=C2C=CNC2=C1)C1=CN(C2=CC=CC=C12)C(C)C)C N-(2-(dimethylamino)-2-(1-isopropyl-1H-indol-3-yl)ethyl)-1H-indole-6-sulfonamide